FC(COC1=C(NCC#C)C=CC(=C1)S(=O)(=O)C)F 2-(2,2-difluoroethoxy)-4-(methanesulfonyl)-N-(prop-2-yn-1-yl)aniline